tert-butyl 4-(4-(3-cyano-4-methoxypyrazolo[1,5-a]pyridin-6-yl)-1H-pyrazol-1-yl)piperidine-1-carboxylate C(#N)C=1C=NN2C1C(=CC(=C2)C=2C=NN(C2)C2CCN(CC2)C(=O)OC(C)(C)C)OC